3,5-dichloro-4-(5-bromo-2-methyl-4-oxo-1,7-naphthyridin-1(4H)-yl)benzonitrile ClC=1C=C(C#N)C=C(C1N1C(=CC(C2=C(C=NC=C12)Br)=O)C)Cl